5-fluoro-1-((2R,3R)-3-hydroxy-5-(hydroxymethyl)-2,3-dihydrofuran-2-yl)pyrimidine-2,4(1H,3H)-dione FC=1C(NC(N(C1)[C@@H]1OC(=C[C@H]1O)CO)=O)=O